(1'S,2'R,3'S)-1'-hydroxy-5'-phenyl-1',2',3',4'-tetrahydro-[1,1':3',1''-terphenyl]-2'-carbaldehyde O[C@@]1([C@@H]([C@H](CC(=C1)C1=CC=CC=C1)C1=CC=CC=C1)C=O)C1=CC=CC=C1